1-BROMO-2-CHLORO-5-IODO-4-METHOXYBENZENE BrC1=C(C=C(C(=C1)I)OC)Cl